(2S,5S)-5-(2-(carboxymethoxy)ethyl)-1-(7,8-dichloro-4-(1H-imidazol-1-yl)quinolin-2-yl)pyrrolidine-2-carboxylic acid C(=O)(O)COCC[C@@H]1CC[C@H](N1C1=NC2=C(C(=CC=C2C(=C1)N1C=NC=C1)Cl)Cl)C(=O)O